ClCC(=O)NCCCN(C)C1=NC2=CC(=C(C=C2C(=N1)NC1C(CN(CC1)C1CCCCCC1)(F)F)OC)OC 2-chloro-N-(3-((4-((1-cycloheptyl-3,3-difluoropiperidin-4-yl)amino)-6,7-dimethoxyquinazolin-2-yl)(methyl)amino)propyl)acetamide